1-((3R,5S,8R,9S,10S,13S,14S,17S)-3-hydroxy-3-((methoxy-d3)methyl-d2)-10,13-dimethylhexadecahydro-1H-cyclopenta[a]phenanthren-17-yl-17-d)-2-(1H-imidazol-1-yl-d3)ethan-1-one O[C@@]1(CC[C@@]2([C@H]3CC[C@@]4([C@@](CC[C@H]4[C@@H]3CC[C@H]2C1)([2H])C(CN1C(=NC(=C1[2H])[2H])[2H])=O)C)C)C([2H])([2H])OC([2H])([2H])[2H]